C1(CC1)C1C(N1)C(=O)[O-] 3-cyclopropylaziridine-2-carboxylate